C(=O)[O-].[K+] potassium mono-formate